NC(C(=O)NC(CCC(=O)O)C(OC(CCCCCCC\C=C/CCCCCCCC)CCCCCCCCCCC\C=C/CCCCCCCCC)=O)CCCNC(=N)N 4-(2-amino-5-guanidinopentanamido)-5-oxo-5-(((9Z,30Z)-tetraconta-9,30-dien-18-yl)oxy)pentanoic acid